C(C)OC(CCC[C@@](C(=O)NC=1C=NC(=C(C1)S(=O)(=O)C)C#N)(C)O)=O (5R)-6-[(6-cyano-5-methylsulfonylpyridin-3-yl)amino]-5-hydroxy-5-methyl-6-oxo-hexanoic acid ethyl ester